2-(di-tert-butylphosphino)ethane-1-sulfonic acid C(C)(C)(C)P(CCS(=O)(=O)O)C(C)(C)C